CC1=CC=C(C=C1)C(C[C@@H](\C=C\C1=CC=CC=C1)O)=O (3s,4e)-1-(4-methylphenyl)-5-phenyl-3-hydroxypent-4-en-1-one